N-[(3S)-5-methyl-4-oxo-2,3-dihydro-1,5-benzoxazepin-3-yl]spiro[5H-furo[3,4-d]pyrimidine-7,3'-tetrahydrofuran]-2-carboxamide CN1C([C@H](COC2=C1C=CC=C2)NC(=O)C=2N=CC1=C(N2)C2(COCC2)OC1)=O